(E)-4-(3-phenylpyrrolidin-1-yl)but-2-enoic acid C1(=CC=CC=C1)C1CN(CC1)C/C=C/C(=O)O